C(#N)[C@H](C[C@@H]1C(NCCC1)=O)NC(=O)[C@H]1N([C@H]2CC([C@@H]1CC2)(F)F)C([C@@H](CC2CC2)NC=2C=NC=C(C2)C)=O (1R,3S,4R)-N-((S)-1-cyano-2-((R)-2-oxopiperidin-3-yl)ethyl)-2-((R)-3-cyclopropyl-2-((5-methylpyridin-3-yl)amino)propanoyl)-5,5-difluoro-2-azabicyclo[2.2.2]octane-3-carboxamide